C1(CC1)C(=O)N1[C@H]([C@H](C(C1)(F)F)NS(=O)(=O)CC)CC=1C(=C(C=CC1)C1=CC(=CC=C1)C(F)F)F N-[(2S,3R)-1-(cyclopropanecarbonyl)-2-{[3'-(difluoromethyl)-2-fluoro[1,1'-biphenyl]-3-yl]methyl}-4,4-difluoro-pyrrolidin-3-yl]ethanesulfonamide